CNC(NCCC[C@H](N)C(=O)O)=NC N5-[(methylamino)(methylimino)methyl]-L-ornithine